Pentane-1,5-diamine C(CCCCN)N